CN(CCN1CCN(CC1)C1=NC2=CC=C(C=C2C(=N1)NCC1=CC(=CC=C1)F)C=1C(=NOC1C)C)C (4-(2-(dimethylamino)ethyl)piperazin-1-yl)-6-(3,5-dimethylisoxazol-4-Yl)-N-(3-fluorobenzyl)quinazolin-4-amine